[2-(2,6-dioxopiperidin-3-yl)-4-methoxy-3-oxo-2,3-dihydro-1H-isoindol-5-yl]methyl N-{4-[(3-chloro-4-fluorophenyl)methyl]phenyl}carbamate ClC=1C=C(C=CC1F)CC1=CC=C(C=C1)NC(OCC=1C(=C2C(N(CC2=CC1)C1C(NC(CC1)=O)=O)=O)OC)=O